CCCCC(CC)COC(=O)C(CC1=CC(=C(C(=C1)OC)O)OC)C(=O)OCC(CC)CCCC Bis-Ethylhexyl Hydroxydimethoxy Benzylmalonate